(R)-2-(5-chloro-8-((5-cyanopyridin-3-yl)methoxy)-6-((3'-(3-(3-hydroxypyrrolidin-1-yl)propoxy)-2,2'-dimethyl-[1,1'-biphenyl]-3-yl)methoxy)-3,4-dihydroisoquinolin-2(1H)-yl)acetic acid ClC1=C2CCN(CC2=C(C=C1OCC=1C(=C(C=CC1)C1=C(C(=CC=C1)OCCCN1C[C@@H](CC1)O)C)C)OCC=1C=NC=C(C1)C#N)CC(=O)O